C(C)S(=O)(=O)C=1C(=NC=CC1)C1=NC=2C(=NC=C(C2)S(=O)(=O)C(F)(F)F)N1C 2-(3-ethylsulfonyl-pyridin-2-yl)-3-methyl-6-trifluoromethylsulfonyl-3H-imidazo[4,5-b]pyridine